1-(4-(4-((3-chloro-4-((4-methylthiazol-2-yl)methoxy)phenyl)amino)-7H-pyrrolo[2,3-d]pyrimidin-5-yl)piperidin-1-yl)prop-2-en-1-one ClC=1C=C(C=CC1OCC=1SC=C(N1)C)NC=1C2=C(N=CN1)NC=C2C2CCN(CC2)C(C=C)=O